naphthalinformaldehyde methyl-(R)-4-(3-(benzyloxy)propyl)-1-(N-(tert-butoxycarbonyl)-N-methyl-L-leucyl)piperazine-2-carboxylate COC(=O)[C@@H]1N(CCN(C1)CCCOCC1=CC=CC=C1)C([C@@H](N(C)C(=O)OC(C)(C)C)CC(C)C)=O.C1(=CC=CC2=CC=CC=C12)C=O